3-(phenylsulfonyl)piperidine, hydrochloride Cl.C1(=CC=CC=C1)S(=O)(=O)C1CNCCC1